2-fluoro-6-[(3-chlorobenzyl)amino]-9-(oxetan-2-yl)-9H-purine FC1=NC(=C2N=CN(C2=N1)C1OCC1)NCC1=CC(=CC=C1)Cl